4,7-Methanoazulene C1=CC=C2C3=CC=C(C=C12)C3